tert-butylmethyl(2-(N-methyl-5-((3aS,4S,6aR)-2-oxohexahydro-1H-thieno[3,4-d]imidazol-4-yl)pent-anamido)ethyl)carbamate C(C)(C)(C)OC(N(CCN(C(CCCC[C@@H]1SC[C@@H]2NC(N[C@@H]21)=O)=O)C)C)=O